(5-((2'-acetyl-5-fluoro-[1,1'-biphenyl]-2-yl)oxy)pyrimidin-4-yl)-2,7-diazaspiro[4.4]nonane-2-carboxylic acid tert-butyl ester C(C)(C)(C)OC(=O)N1C(C2(CC1)CNCC2)C2=NC=NC=C2OC2=C(C=C(C=C2)F)C2=C(C=CC=C2)C(C)=O